C1(=CC=CC2=CC=CC=C12)N1C=NC=C1 1-(naphthalen-1-yl)-1H-imidazole